BrC1=CC=C(C=C1)P1(CCCC1)=O (4-bromophenyl)phospholane 1-oxide